Molecular nitrogen N#N